N-ethyl-3-((2S)-2-hydroxy-3-(8-(naphthalen-2-ylsulfonyl)-1-oxa-8-azaspiro[4.5]dec-3-ylamino)propoxy)benzenesulfonamide C(C)NS(=O)(=O)C1=CC(=CC=C1)OC[C@H](CNC1COC2(C1)CCN(CC2)S(=O)(=O)C2=CC1=CC=CC=C1C=C2)O